1-(cyclohexylmethyl)-3-(2-methylphenyl)-2,3,6,7-tetrahydro-1H-purine-2,6-dione C1(CCCCC1)CN1C(N(C=2N=CNC2C1=O)C1=C(C=CC=C1)C)=O